2-(3-((1-(2,6-bis(benzyloxy)pyridin-3-yl)-3-methyl-2-oxo-2,3-dihydro-1H-benzo[d]imidazol-5-yl)amino)phenyl)acetic acid C(C1=CC=CC=C1)OC1=NC(=CC=C1N1C(N(C2=C1C=CC(=C2)NC=2C=C(C=CC2)CC(=O)O)C)=O)OCC2=CC=CC=C2